C1(CCCCC1)NC(C(F)(F)C=1C=C(C(=O)NC2=CC(=C(C=C2)F)F)C=CC1F)=O 3-(2-(cyclohexylamino)-1,1-difluoro-2-oxoethyl)-N-(3,4-difluorophenyl)-4-fluorobenzamide